ClC=1C=C(C=NC1C(=O)N1CC(C1)OC)C1=C(N=C2N1N=CC1=C2C(CN1C(=O)N)(C)C)C (5-chloro-6-(3-methoxyazetidine-1-carbonyl)pyridin-3-yl)-2,9,9-trimethyl-8,9-dihydro-7H-imidazo[1,2-b]pyrrolo[3,2-d]pyridazine-7-carboxamide